α-(p-tolylsulfoniumoxyimino)-p-methoxyphenylacetonitrile C1(=CC=C(C=C1)[SH+]ON=C(C#N)C1=CC=C(C=C1)OC)C